N1(CCCC1)CCNC(CC[C@@H](C)[C@H]1CC[C@H]2[C@@H]3CCC4CCCC[C@]4(C)[C@H]3CC[C@]12C)=O N-(2-pyrrolidin-1-ylethyl)cholanamide